CC1=NNC2=NC=C(C=C21)C2=CN=C1N2N=C(C=C1)N1CCC2(CCOCC2)CC1 9-(3-(3-methyl-1H-pyrazolo[3,4-b]pyridin-5-yl)imidazo[1,2-b]pyridazin-6-yl)-3-oxa-9-azaspiro[5.5]undecane